S1C2=C(C(=C1)C1CC(C(C(C1)=O)=CN(C)C)=O)C=CC=C2 5-(benzo[b]thiophen-3-yl)-2-((dimethylamino)methylene)cyclohexane-1,3-dione